O1COC2=C1C=CC(=C2)C=CC(=O)Cl 3-(1,3-benzodioxol-5-yl)prop-2-enoyl chloride